SCC(SCCS)CSCC(SCCS)CS 4,8-Bis(mercaptomethyl)-3,6,9-trithia-1,11-undecandithiol